7-[(1s,3s)-3-({[tert-butyl(dimethyl)silyl]oxy}methyl)-3-methylcyclobutyl]-3-chloro-6,7-dihydro-5H-pyrrolo[2,3-c]pyridazine [Si](C)(C)(C(C)(C)C)OCC1(CC(C1)N1CCC2=C1N=NC(=C2)Cl)C